C(C=CCCCCC)(=O)[O-].[Co+2].FC1=C(OCC2=NC=C(C=C2)C2=NN=NN2)C=CC(=C1)F.C(C=CCCCCC)(=O)[O-] ((2,4-difluorophenoxy)methyl)-5-(1H-tetrazol-5-yl)pyridine cobalt octeneate